3-[(1S)-2-benzyloxy-1-methyl-ethyl]-8-(3-fluorophenyl)-6-(p-tolyl)pyrido[3,4-d]pyrimidin-4-one C(C1=CC=CC=C1)OC[C@H](C)N1C=NC2=C(C1=O)C=C(N=C2C2=CC(=CC=C2)F)C2=CC=C(C=C2)C